alpha-methyl-m-chlorostyryl-sulfonium CC(=CC1=CC(=CC=C1)Cl)[SH2+]